CN(CCN(S(=O)(=O)C1=CC=C(C=C1)[N+](=O)[O-])C)C N-[2-(dimethylamino)ethyl]-N-methyl-4-nitrobenzenesulfonamide